(R)-3-(3-chloro-4-fluorophenyl)-1-(1-(1-oxo-1,2-dihydroisoquinolin-4-yl)ethyl)-1-(thiazol-4-ylmethyl)urea ClC=1C=C(C=CC1F)NC(N(CC=1N=CSC1)[C@H](C)C1=CNC(C2=CC=CC=C12)=O)=O